4-(4-Amino-7-bromo-2-{4-[(2-fluoroacrylamido)]phenyl}-1-methylpyrrolo[3,2-c]pyridin-3-yl)-2-chloro-N-(2,2,2-trifluoroethyl)benzamide NC1=NC=C(C2=C1C(=C(N2C)C2=CC=C(C=C2)NC(C(=C)F)=O)C2=CC(=C(C(=O)NCC(F)(F)F)C=C2)Cl)Br